rac-N-[(4R,5R)-1-(3-bromophenyl)-7-ethyl-4-(4-fluorophenyl)-3-(hydroxymethyl)-6-oxo-4H,5H-pyrazolo[3,4-b]pyridin-5-yl]-3-(trifluoromethyl)benzamide BrC=1C=C(C=CC1)N1N=C(C2=C1N(C([C@@H]([C@@H]2C2=CC=C(C=C2)F)NC(C2=CC(=CC=C2)C(F)(F)F)=O)=O)CC)CO |r|